FC1=CN(C=2N=CNC(C21)=O)CC2=CC=C(C=C2)B(O)O (4-((5-fluoro-4-oxo-3,4-dihydro-7H-pyrrolo[2,3-d]pyrimidin-7-yl)methyl)phenyl)boronic acid